CCCCCCCCCCCCCCCC(=O)OC[C@H](COP(=O)(O)OC[C@H](CO)O)OC(=O)CCCCCCCCCCC 1-hexadecanoyl-2-dodecanoyl-sn-glycero-3-phospho-(1'-sn-glycerol)